BrC=1C(=CC(=C(C=O)C1)OC)F 5-Bromo-4-fluoro-2-methoxybenzaldehyde